1-Trityl-1H-pyrazole-3-carbaldehyde C(C1=CC=CC=C1)(C1=CC=CC=C1)(C1=CC=CC=C1)N1N=C(C=C1)C=O